(S)-4-(3-amino-2-(dimethylamino)propyl)-N,3-dimethylbenzamide NC[C@H](CC1=C(C=C(C(=O)NC)C=C1)C)N(C)C